C(#N)C1=CC=C(C=C1)S(=O)(=O)NC1=CC2=C(N=C(S2)S(=O)(=O)CCC)C=C1 4-cyano-N-(2-(propylsulfonyl)benzo[d]thiazol-6-yl)benzenesulfonamide